3-(diphenylphosphino)styrene C1(=CC=CC=C1)P(C=1C=C(C=C)C=CC1)C1=CC=CC=C1